ClC=1C(=C(C=CC1)C(C(C(F)(F)F)(F)F)NC1CC1)F N-[1-(3-chloro-2-fluoro-phenyl)-2,2,3,3,3-pentafluoro-propyl]cyclopropanamine